ClC1=CC=C(C=C1)C1=C(CCC(C1)(C)C)CN1CCN(CC1)CCC=1C=C2CN(C(C2=CC1)=O)C1C(NC(CC1)=O)=O 3-(5-(2-(4-((4'-chloro-5,5-dimethyl-3,4,5,6-tetrahydro-[1,1'-biphenyl]-2-yl)methyl)piperazin-1-yl)ethyl)-1-oxoisoindolin-2-yl)piperidine-2,6-dione